NC1=NC=CC(=C1Cl)SC1=CN=C(C=2N1C=NC2)N2CCC1([C@@H](C=3N(N=CC3)C1)N)CC2 (S)-1-(5-((2-amino-3-chloropyridin-4-yl)thio)imidazo[1,5-a]pyrazin-8-yl)-4'h,6'h-spiro[piperidin-4,5'-pyrrolo[1,2-b]pyrazol]-4'-amine